2-mercaptoinosine 5'-monophosphate P(=O)(O)(O)OC[C@@H]1[C@H]([C@H]([C@@H](O1)N1C=NC=2C(O)=NC(=NC12)S)O)O